1-amino-4,7,10-trioxa-13-tridecanamine NCCCOCCOCCOCCCN